COC(=O)[C@H](CC1=CC(=C(C=C1)O)O)N L-DOPA methyl ester